CC1(C(CCC1)(C(=O)O)C)C(=O)O dimethyl-1,2-cyclopentanedicarboxylic acid